(E)-2-bromo-N-(3-((2-bromophenyl)amino)-2-methylcyclopent-2-en-1-ylidene)anilinium 4-methylbenzenesulfonate CC1=CC=C(C=C1)S(=O)(=O)[O-].BrC1=C(/[NH+]=C\2/C(=C(CC2)NC2=C(C=CC=C2)Br)C)C=CC=C1